(E)-3-(2-(thiophen-2-yl)-1H-indol-3-yl)acrylic acid methyl ester COC(\C=C\C1=C(NC2=CC=CC=C12)C=1SC=CC1)=O